CNC(CC(CC(N1CCCCC1)=O)C1=CC(=NC=C1C)C(F)(F)F)=O N-methyl-3-(5-methyl-2-(trifluoromethyl)pyridin-4-yl)-5-oxo-5-(piperidin-1-yl)pentanamide